BrCCN1C=NC=2N(C(N(C(C12)=O)C)=O)C 7-(2-bromoethyl)-1,3-dimethyl-3,7-dihydro-1H-purin-2,6-dione